FC(S(=O)(=O)OC=1C=2N(C=C(C1)C1=CC=C(C=C1)N1CCN(CC1)C)N=CC2C#N)(F)F 3-Cyano-6-(4-(4-methylpiperazin-1-yl)phenyl)pyrazolo[1,5-a]pyridin-4-yl trifluoromethanesulfonate